[(3S)-5-oxopyrrolidin-3-yl]N-[(3R)-1-[3-[2-(cyclopropoxy)-3-pyridyl]pyrazolo[1,5-a]pyrimidin-5-yl]pyrrolidin-3-yl]carbamate O=C1C[C@@H](CN1)OC(N[C@H]1CN(CC1)C1=NC=2N(C=C1)N=CC2C=2C(=NC=CC2)OC2CC2)=O